FC(CNC(CC)=O)(F)F N-(2,2,2-trifluoroethyl)propionamide